(S)-ethyl 3-(4-(N'-(4'-acetoxy-6-methoxybiphenylcarbonyloxy)carbanilimidoyl)phenyl)-2-(tert-butoxycarbonylamino)propanoate C(C)(=O)OC1=CC=C(C=C1)C=1C(=CC=CC1OC)C(=O)ON=C(NC1=CC=CC=C1)C1=CC=C(C=C1)C[C@@H](C(=O)OCC)NC(=O)OC(C)(C)C